N[C@H]1C[C@@H](CCC1)C#N (1R,3R)-3-aminocyclohexane-1-carbonitrile